(4R)-3,3-difluoro-4-({5-fluoro-7-isopropylpyrrolo[2,1-f][1,2,4]triazin-2-yl}amino)piperidine-1-carboxylic acid tert-butyl ester C(C)(C)(C)OC(=O)N1CC([C@@H](CC1)NC1=NN2C(C=N1)=C(C=C2C(C)C)F)(F)F